tert-butyl 2-(3-bromo-2-fluorobenzyl)-3-oxopiperidine-1-carboxylate BrC=1C(=C(CC2N(CCCC2=O)C(=O)OC(C)(C)C)C=CC1)F